C(#N)C=1C=CC=C2C(C(NC12)=O)=O 7-cyanoindoline-2,3-dione